FC1=C(C=C(C=C1)F)/C(=C/C#N)/CN1N=CN=C1 (Z)-3-(2,5-difluorophenyl)-4-(1H-1,2,4-triazole-1-yl)butane-2-enenitrile